[Si](C1=CC=CC=C1)(C1=CC=CC=C1)(C(C)(C)C)OCC[C@H](CCC)NC=1C2=C(N=C(N1)NC(OC)=O)C(=NN2CC2=C(C=C(C=C2)CO)OC)C methyl (S)-(7-((1-((tert-butyldiphenylsilyl)oxy)-hexan-3-yl)amino)-1-(4-(hydroxymethyl)-2-methoxybenzyl)-3-methyl-1H-pyrazolo[4,3-d]pyrimidin-5-yl)carbamate